FC1=C(C=CC=C1)CN1N=C(N=C1)C(=O)O 1-[(2-fluorophenyl)methyl]-1,2,4-triazole-3-carboxylic acid